C(=O)(O)C1=C(C=C(OCCCCOC2=CC(=C(C(=O)O)C=C2F)NC(=O)C=2C=CC=3N(N2)N=NN3)C=C1)NC(=O)C=1C=CC=3N(N1)N=NN3 4-(4-(4-carboxy-3-(tetrazolo[1,5-b]pyridazine-6-carboxamido)phenoxy)butoxy)-5-fluoro-2-(tetrazolo[1,5-b]pyridazine-6-carboxamido)benzoic acid